[Ru+2].CC1=C(C(=CC(=C1)C)C)N1C(N(CC1)C1=C(C=C(C=C1C)C)C)=C(C=C1C(=CC2=CC=CC=C12)C1=CC=CC=C1)P(C1=C(C(=CC=C1)Cl)Cl)CC [1,3-bis-(2,4,6-trimethylphenyl)-2-imidazolidinylidene]dichloro(phenylindenylidene)(diethylphenylphosphine) ruthenium(II)